OC1=CC(=CC=2C(C3=CC=CC(=C3C(C12)=O)O)=O)C(=O)O 4,5-dihydroxyanthraquinone-2-carboxylic acid